4-(1,2,3,4-tetrahydroisoquinolin-1-yl)piperidin-2-one C1(NCCC2=CC=CC=C12)C1CC(NCC1)=O